COC1=CC(=NC=N1)NC1=NC(=NN2C1=C(C(=C2)C=2C=NC=CC2)C=2C=NC=CC2)C=2N(C=CN2)C N-(6-Methoxypyrimidin-4-yl)-2-(1-methyl-1H-imidazol-2-yl)-5,6-di(pyridin-3-yl)pyrrolo[2,1-f][1,2,4]triazin-4-amine